3-[[6-Oxo-5-(trifluoromethyl)-1H-pyridazin-3-yl]methoxy]butanoic acid ethyl ester C(C)OC(CC(C)OCC1=NNC(C(=C1)C(F)(F)F)=O)=O